BrC=1C(=C(C(=O)OC)C=CC1C)C methyl 3-bromo-2,4-dimethylbenzoate